CC=1C=CC(=C(C1)O)C1=NN=C(C2=CC=CC=C12)N([C@H]1CNCCC1)C (R)-5-methyl-2-(4-(methyl(piperidin-3-yl)amino)phthalazin-1-yl)phenol